(1R,3S)-3-(3-{[(3,5-difluorophenyl)acetyl]amino}-1H-pyrazol-5-yl)cyclopentyl tetrahydro-2H-pyran-4-ylcarbamate O1CCC(CC1)NC(O[C@H]1C[C@H](CC1)C1=CC(=NN1)NC(CC1=CC(=CC(=C1)F)F)=O)=O